8-((3R,4R)-4-(4-(tert-butoxy)phenoxy)-3-ethylpiperidin-1-yl)-5-methyl-6-oxo-5,6-dihydro-1,5-naphthyridine-2-carbonitrile C(C)(C)(C)OC1=CC=C(O[C@H]2[C@@H](CN(CC2)C2=CC(N(C=3C=CC(=NC23)C#N)C)=O)CC)C=C1